C[C@@]1(C([C@H](CC1)C(=O)O)(C)C)C(=O)O.C1(=NC=CC2=CC=CC=C12)C(C)(C)NC(C[C@H]1N(CCC1)C)=O (S)-N-(2-(isoquinolin-1-yl)propan-2-yl)-2-(1-methylpyrrolidin-2-yl)acetamide (1R,3S)-1,2,2-trimethylcyclopentane-1,3-dicarboxylate